C(CC(C)C)NC(=O)N1C=NC(=C1)C=1C=NC(=CC1)OC N-iso-Pentyl-4-(6-methoxypyridin-3-yl)-1H-imidazole-1-carboxamide